4-succinimidooxycarbonyl-alpha-methyl-(2-pyridyl-dithio)-toluene C1(CCC(N1OC(=O)C1=CC=C(C(C)SSC2=NC=CC=C2)C=C1)=O)=O